ClC=1C(=C(C=CC1)NC1=NC=NC2=CC(=C(C=C12)NC(C=C)=O)C#CC1(CN(CC1(F)F)C)C)F N-(4-((3-chloro-2-fluorophenyl)amino)-7-((4,4-difluoro-1,3-dimethylpyrrolidin-3-yl)ethynyl)quinazolin-6-yl)acrylamide